[2-(methacryloyloxy)ethyldimethylammonio]propane-1-sulfonate C(C(=C)C)(=O)OCC[N+](C)(C)C(CC)S(=O)(=O)[O-]